7-bromo-N-(2,2-dimethoxyethyl)-2-phenyl-5H-benzo[e]pyrrolo[1,2-a][1,4]diazepin-11-amine BrC1=CC2=C(N=C(C=3N(C2)C=C(C3)C3=CC=CC=C3)NCC(OC)OC)C=C1